4-cyclobutoxy-3-fluoropyridin-2-amine C1(CCC1)OC1=C(C(=NC=C1)N)F